CC1=C(C=C(C(=O)N)C=C1)NCC=1C=NC=C(C1)C1=CC=CC=C1 4-methyl-3-{[(5-phenylpyridin-3-yl)methyl]amino}benzamide